pyridazin-3-carbaldehyde N1=NC(=CC=C1)C=O